2-(3,5-Dichloro-4-[(1-(2-methylpropyl)-6-oxo-1,6-dihydropyridin-3-yl)oxy]phenyl)-3,5-dioxo-2,3,4,5-tetrahydro-1,2,4-triazine-6-carbonitrile ClC=1C=C(C=C(C1OC1=CN(C(C=C1)=O)CC(C)C)Cl)N1N=C(C(NC1=O)=O)C#N